ClC1=C2C(=NC=C1OC=1C=NN3C1C=NC=C3)N=C(N2C)NC=2C(N(C=C(C2)C(F)(F)F)C)=O 3-((7-chloro-1-methyl-6-(pyrazolo[1,5-a]pyrazin-3-yloxy)-1H-imidazo[4,5-b]pyridin-2-yl)amino)-1-methyl-5-(trifluoromethyl)pyridin-2(1H)-one